C(C=C)(=O)N1[C@@H](C[C@H](CC1)N1N=NC=2C(=NC=3C(=C(C(=CC3C21)C)C2=C(C(=CC=C2)C)Cl)F)N2CC(C2)N(C)C)CC#N 2-((2S,4S)-1-acryloyl-4-(7-(2-chloro-3-methylphenyl)-4-(3-(dimethylamino)azetidin-1-yl)-6-fluoro-8-methyl-1H-[1,2,3]triazolo[4,5-c]quinolin-1-yl)piperidin-2-yl)acetonitrile